tert-butyl 2-(2-(trifluoromethyl)pyrimidin-4-yl)-2,6-diazaspiro[3.4]octane-6-carboxylate FC(C1=NC=CC(=N1)N1CC2(C1)CN(CC2)C(=O)OC(C)(C)C)(F)F